[4-(9-amino-5,6,7,8-tetrahydroacridin-2-yl)pyridin-2-yl]cyclopentanecarboxamide tert-butyl-N-[2-[[4-[(6-bromo-3-pyridyl)sulfonimidoyl]benzoyl]amino]-4-(4-fluorophenyl)phenyl]carbamate C(C)(C)(C)OC(NC1=C(C=C(C=C1)C1=CC=C(C=C1)F)NC(C1=CC=C(C=C1)S(=O)(=N)C=1C=NC(=CC1)Br)=O)=O.NC=1C=2CCCCC2N=C2C=CC(=CC12)C1=CC(=NC=C1)C1(CCCC1)C(=O)N